NC1=NC=CC=C1C=1C(=CC2=C(N(C(N=C2N2[C@H](CN(CC2)C(C=C)=O)C)=O)C2=C(C=CC=C2)C(C)C)N1)Cl 7-(2-amino-3-pyridinyl)-6-chloro-4-((2S)-2-methyl-4-(2-propenoyl)-1-piperazinyl)-1-(2-(2-propanyl)phenyl)pyrido[2,3-d]pyrimidin-2(1H)-one